CC=1C=2[C@]34C(CNC4=CC(C2NC1)=O)C3 (1R)-3-methyl-7-oxo-5,10-diazatetracyclo[7.4.0.01,12.02,6]trideca-2(6),3,8-triene